2-(2-(1H-1,2,4-triazol-1-yl)ethoxy)-N-phenyl-[1,1'-biphenyl]-4-amine N1(N=CN=C1)CCOC1=C(C=CC(=C1)NC1=CC=CC=C1)C1=CC=CC=C1